N-(4-methyl-5-(3-(1-methyl-1H-pyrazol-4-yl)-1H-indazol-6-yl)thiazol-2-yl)-2-(4-methylpiperazin-1-yl)acetamide CC=1N=C(SC1C1=CC=C2C(=NNC2=C1)C=1C=NN(C1)C)NC(CN1CCN(CC1)C)=O